CC(C)[C@@H]1CC[C@]2([C@H]1[C@H]3CC[C@@H]4[C@]5(CC[C@@H](C([C@@H]5CC[C@]4([C@@]3(CC2)C)C)(C)C)O)C)C(=O)O The molecule is a pentacyclic triterpenoid that is lupane having a 3beta-hydroxy and 28-carboxy substituents. Isolated from the leaves of Syzygium claviflorum, it exhibits anti-HIV and antileishmanial activity. It has a role as a metabolite, an anti-HIV agent, an antileishmanial agent, an EC 5.99.1.2 (DNA topoisomerase) inhibitor and an EC 5.99.1.3 [DNA topoisomerase (ATP-hydrolysing)] inhibitor. It is a hydroxy monocarboxylic acid and a pentacyclic triterpenoid. It derives from a hydride of a lupane.